C(=O)([O-])C(O)C(O)C(=O)[O-].[Mg+2] Magnesium tartrat